COC=1C=CC(=NC1)COC=1C=C2C(=NC1)OC(=N2)C2=NC(=NC=C2)C 4-{6-[(5-methoxypyridin-2-yl)methoxy]-[1,3]oxazolo[5,4-b]pyridin-2-yl}-2-methylpyrimidine